(4-cyclopropyl-6-methoxypyrimidin-5-yl)-6-iodo-7-(phenylsulfonyl)-7H-pyrrolo[2,3-d]pyrimidine C1(CC1)C1=NC=NC(=C1C=1N=CC2=C(N1)N(C(=C2)I)S(=O)(=O)C2=CC=CC=C2)OC